Phenyl-Phosphine C1(=CC=CC=C1)P